1-methyl-4-(piperidine-4-yl)piperazine hydrochloride Cl.CN1CCN(CC1)C1CCNCC1